chloro[tri-tert-butylphosphine] ClCC(C)(C)P(C(C)(C)C)C(C)(C)C